FC1(C(N(C2=C(O1)C=C(C(=C2)C2=C(C(=C(C(=C2F)F)F)F)F)F)C(C(=O)[O-])C)=O)F 2-(2,2,7-trifluoro-3-oxo-6-(perfluorophenyl)-2,3-dihydro-4H-benzo[b][1,4]oxazin-4-yl)propanoate